(S)-2-((6-allyl-1-methyl-2-oxo-1,2,3,4,5,6-hexahydrobenzo[B][1,4]diazocine-3-yl)amino)-6-methyl-4-(trifluoromethyl)nicotinonitrile C(C=C)N1C2=C(N(C([C@H](CC1)NC1=C(C#N)C(=CC(=N1)C)C(F)(F)F)=O)C)C=CC=C2